3-bromo-7-(tetrahydro-2H-pyran-4-yl)-7,8-dihydroimidazo[1,2-a]pyrazin-6(5H)-one BrC1=CN=C2N1CC(N(C2)C2CCOCC2)=O